C(C)(C)(CC)C=1C(=C(C=C(C1)C(C)(C)CC)N1N=C2C(=N1)C=CC=C2)O 2-(3',5'-di-t-amyl-2'-hydroxyphenyl)benzotriazole